N[C@@H]1C2=CC=CC=C2CC12CCN(CC2)C=2NC(C1=C(N2)NN=C1C=1C2=CN(N=C2CCC1)C)=O (S)-6-(1-amino-1,3-dihydrospiro[indene-2,4'-piperidin]-1'-yl)-3-(2-methyl-6,7-dihydro-2H-indazol-4-yl)-1,5-dihydro-4H-pyrazolo[3,4-d]pyrimidin-4-one